3-((2-chloro-4-((5-cyclopropyl-3-(2,6-dichlorophenyl)isoxazol-4-yl)methoxy)phenyl)ethynyl)-5-(piperidine-4-ylamino)benzoic acid ClC1=C(C=CC(=C1)OCC=1C(=NOC1C1CC1)C1=C(C=CC=C1Cl)Cl)C#CC=1C=C(C(=O)O)C=C(C1)NC1CCNCC1